CCC1=C(C2=CC3=C(C(=C(N3)C=C4C(=C(C(=N4)C=C5C(=C(C(=N5)C=C1N2)C)CC)C)CC)C)CC)C.Br.Br Etioporphyrin i Dihydrobromide